aniline compound with sodium hydride [H-].[Na+].NC1=CC=CC=C1